O=C1N(CCC(N1)=O)C1=CC=C(C=N1)NC(CN1[C@@H](CN(C[C@@H]1C)C(=O)OC(C)(C)C)C)=O tert-butyl (3r,5s)-4-(2-((6-(2,4-dioxotetrahydropyrimidin-1(2H)-yl) pyridin-3-yl) amino)-2-oxoethyl)-3,5-dimethylpiperazine-1-carboxylate